2,7-dihydroxyfluorene-9-one OC1=CC=2C(C3=CC(=CC=C3C2C=C1)O)=O